COC=1C=C(C=CC1OCC1=CC=NC=C1)NC1=C(C=2N=C(C=NC2C=C1)N1CCOCC1)C#N 6-(3-methoxy-4-(pyridin-4-ylmethoxy)phenylamino)-3-morpholinoquinoxaline-5-carbonitrile